ClC=1C=NC(=NC1)CN1C(=NC(=C1)C(F)(F)F)C=1SC(=CC1)Cl 5-CHLORO-2-[[2-(5-CHLORO-2-THIENYL)-4-(TRIFLUOROMETHYL)IMIDAZOL-1-YL]METHYL]PYRIMIDINE